(2,4-dichloropyrimidin-5-yl)-N-methylcyclopropanecarboxamide ClC1=NC=C(C(=N1)Cl)C1(CC1)C(=O)NC